8-amino-N-(1,3-benzothiazol-2-yl)-4,4-dimethyl-4,5-dihydro-1H-pyrazolo[4,3-H]quinazoline-3-carboxamide NC1=NC=2C3=C(C(CC2C=N1)(C)C)C(=NN3)C(=O)NC=3SC1=C(N3)C=CC=C1